ammonium dimethylpropionate CC(C(=O)[O-])(C)C.[NH4+]